5-((3-(5-(2,6-difluorophenyl)-4,5-dihydro-1H-pyrazole-1-carbonyl)bicyclo[1.1.1]pentan-1-yl)methoxy)pyrazine-2-carbonitrile FC1=C(C(=CC=C1)F)C1CC=NN1C(=O)C12CC(C1)(C2)COC=2N=CC(=NC2)C#N